OC1=CC=C(CC)C=C1 p-hydroxybenzylmethane